N-(1-(3-methylbenzyl)-1H-indol-5-yl)acrylamide CC=1C=C(CN2C=CC3=CC(=CC=C23)NC(C=C)=O)C=CC1